C1(CCCCC1)CCC(=O)OCC=C cyclohexanepropanoic acid, 2-propenyl ester